ethyl 8-(cyanomethyl)-1,4-dioxaspiro[4.5]decane-8-carboxylate C(#N)CC1(CCC2(OCCO2)CC1)C(=O)OCC